FC=1C=C(C=CC1)NC(=O)[C@@H]1CC12CCN(CC2)C(=O)OC(C(F)(F)F)C(F)(F)F |o1:10| 1,1,1,3,3,3-hexafluoro-propan-2-yl (R or S)-1-((3-fluorophenyl)-carbamoyl)-6-azaspiro[2.5]-octane-6-carboxylate